CON(C(=O)[C@H]1N(CC2=CC=CC=C2C1)C(=O)OC(C)(C)C)C tert-butyl (S)-3-(methoxy(methyl)carbamoyl)-3,4-dihydroisoquinoline-2(1H)-carboxylate